2-(1-methyl-1H-indazole-7-carboxamido)-4-(3-(2-(5,6,7,8-tetrahydro-1,8-naphthyridin-2-yl)ethyl)pyrrolidin-1-yl)butanoic acid CN1N=CC2=CC=CC(=C12)C(=O)NC(C(=O)O)CCN1CC(CC1)CCC1=NC=2NCCCC2C=C1